BrN1C(C2=CC=CC=C2C2(C1)C(C2)(F)F)=O bromo-2,2-difluoro-2',3'-dihydro-1'H-spiro[cyclopropane-1,4'-isoquinoline]-1'-one